methylphenyl N-ethylcarbamate C(C)NC(OC1=C(C=CC=C1)C)=O